(R)-5-(5-(1-(3,5-dimethyl-pyridazin-4-yl)ethoxy)-1H-indazol-3-yl)-2-fluoro-3-methoxy-benzonitrile CC=1N=NC=C(C1[C@@H](C)OC=1C=C2C(=NNC2=CC1)C=1C=C(C(=C(C#N)C1)F)OC)C